6-(2-{5-[(1R,4R,7R)-7-amino-2-azabicyclo[2.2.1]heptane-2-carbonyl]-7-methoxy-1-methyl-1H-1,3-benzodiazol-2-yl}-1-(cyclopropylmethyl)-1H-indol-6-yl)-1,2-dihydroquinolin-2-one N[C@H]1[C@@H]2N(C[C@H]1CC2)C(=O)C2=CC1=C(N(C(=N1)C=1N(C3=CC(=CC=C3C1)C=1C=C3C=CC(NC3=CC1)=O)CC1CC1)C)C(=C2)OC